2-(4-(3-isopropyl-2-(1,2,5-trimethyl-6-oxo-1,6-dihydropyridin-3-yl)-1H-indol-5-yl)piperidin-1-yl)-N,N-dimethylacetamide C(C)(C)C1=C(NC2=CC=C(C=C12)C1CCN(CC1)CC(=O)N(C)C)C1=C(N(C(C(=C1)C)=O)C)C